CC1(OC2=C(C1NC(=O)C=1C=C(C=CC1)[C@@H](CCOC)N1C(NC(CC1=O)(CC)CC)=[NH2+])C=CC=C2)C [1-[(1R)-1-[3-[(2,2-dimethyl-3H-benzofuran-3-yl)carbamoyl]phenyl]-3-methoxy-propyl]-4,4-diethyl-6-oxo-hexahydropyrimidin-2-ylidene]ammonium